3-(2-aminoethyl)-N-(1-methylcyclopropyl)-1-[(1-methylcyclopropyl)methyl]-2,4-dioxo-quinazoline-6-sulfonamide NCCN1C(N(C2=CC=C(C=C2C1=O)S(=O)(=O)NC1(CC1)C)CC1(CC1)C)=O